C(C)(C)(C)C=1C=C(C=C(C1O)C(C)(C)C)CCC(=O)C1=NC=NC=N1 (3,5-di-t-butyl-4-hydroxyphenyl)propionyl-s-triazine